C1(CCCC1)NC1=NC(=NC=C1)NC1=CC2=C(B(OC2)O)C=C1 5-((4-(cyclopentylamino)pyrimidin-2-yl)amino)benzo[c][1,2]oxaborol-1(3H)-ol